3-cyclopentyl-2-[9H-fluoren-9-ylmethoxycarbonyl(methyl)amino]propanoic acid C1(CCCC1)CC(C(=O)O)N(C)C(=O)OCC1C2=CC=CC=C2C=2C=CC=CC12